N1CC(OCC1)/C=C/C=1N=C(SC1)NC(=O)C=1N(C=CC1)CC1=CC=NC=C1 N-[4-[(E)-2-(morpholin-2-yl)vinyl]-1,3-thiazol-2-yl]-1-(pyridin-4-ylmethyl)pyrrole-2-carboxamide